C(C)(C)(C)OC(=O)N1CCC(CC1)N1CCC(CC1)C(=O)O 1-(1-tert-butoxycarbonyl-4-piperidyl)piperidine-4-carboxylic acid